BrC1=C(C=C(C(=C1)F)F)O[C@@H](C)CC=C (S)-1-bromo-4,5-difluoro-2-(pent-4-en-2-yloxy)benzene